C1(CC1)[C@H]1[C@H]2[C@@H]3CC[C@@H]4C[C@](CC[C@@H]4[C@H]3CC[C@@]2([C@H](C1)C(CN1N=C(C=C1)C#N)=O)C)(C)O 1-(2-((3R,5R,8R,9R,10S,13S,14S,15S,17S)-15-cyclopropyl-3-hydroxy-3,13-dimethylhexadecahydro-1H-cyclopenta[a]phenanthren-17-yl)-2-oxoethyl)-1H-pyrazole-3-carbonitrile